ethoxyl-ethyl-triazine O(CC)C=1C(=NN=NC1)CC